COC1=C2C(C=C(OC2=CC=C1C=1C(=C2C(C=C(OC2=CC1)CCCC(=O)OC)=O)OC)CCCC(=O)OC)=O Dimethyl 4,4'-(5,5'-Dimethoxy-4,4'-dioxo-4H,4'H-[6,6'-bichromene]-2,2'-diyl)dibutyrate